methyl 6-[(2S)-2-[[4-benzyloxy-4-[(tert-butoxycarbonylamino)carbamoyl]-5,5,5-trifluoro-pentoxy]methyl]pyrrolidin-1-yl]-3-nitro-5-(trifluoromethyl)pyridine-2-carboxylate C(C1=CC=CC=C1)OC(CCCOC[C@H]1N(CCC1)C1=C(C=C(C(=N1)C(=O)OC)[N+](=O)[O-])C(F)(F)F)(C(F)(F)F)C(NNC(=O)OC(C)(C)C)=O